FC(C1=CC=C(C=C2C(N(C(N(C2=O)C)=O)C)=O)C=C1)(F)F 5-(4-trifluoromethylbenzylidene)-1,3-dimethylbarbituric acid